C(C=C)OC(=O)NCC(=O)NCC(=O)O (2-{[(prop-2-en-1-yloxy)carbonyl]amino}acetamido)acetic acid